BrCC=1C=NC=2N(C1)C=NN2 6-(bromomethyl)-[1,2,4]triazolo[4,3-a]pyrimidine